C(C1=CC=CC=C1)N1CC(N(CC1)C(=O)[O-])CC(=O)OC 4-Benzyl-2-(2-methoxy-2-oxoethyl)piperazine-1-carboxylate